1-Ethyl 3-((2-(N,N-bis(4-methoxybenzyl)sulfamoyl)ethyl)(methyl)amino)propanoate COC1=CC=C(CN(S(=O)(=O)CCN(CCC(=O)OCC)C)CC2=CC=C(C=C2)OC)C=C1